ClC1=C(C=C(C=C1)C1=NN2C(CNCC2)=C1C1=CC=NC=C1)C 2-(4-chloro-3-methylphenyl)-3-(pyridin-4-yl)-4,5,6,7-tetrahydropyrazolo[1,5-a]pyrazine